FC(C1=NN(C2=CC(=CC=C12)F)C1=NC=C(C=N1)C(=O)NC12CC(C1)(C2)C(C)(C)O)F 2-(3-(difluoromethyl)-6-fluoro-1H-indazol-1-yl)-N-(3-(2-hydroxypropan-2-yl)bicyclo(1.1.1)pentan-1-yl)pyrimidine-5-carboxamide